1-(1H-imidazol-4-ylmethyl)-1H-indole-6-carbonitrile N1C=NC(=C1)CN1C=CC2=CC=C(C=C12)C#N